ethyl 2,5-dioxo-tetrahydropyrrolizine-7a-carboxylate O=C1CC2(CCC(N2C1)=O)C(=O)OCC